4,4'-disulfanediylbis(tetrahydro-2H-pyran-4-carbaldehyde) S(SC1(CCOCC1)C=O)C1(CCOCC1)C=O